2-hydroxy-1-methylcyclopentane-1-carboxylate OC1C(CCC1)(C(=O)[O-])C